BrC1=CN(C2=NC=C(C(=C21)N[C@H]2C[C@@H](CC2)NC(OC)=O)C=O)COCC[Si](C)(C)C Methyl ((1R,3R)-3-((3-bromo-5-formyl-1-((2-(trimethylsilyl)ethoxy)methyl)-1H-pyrrolo[2,3-b]pyridin-4-yl)amino)cyclopentyl)carbamate